FC1(CNCCC1NC(=O)C1=C(OC2=C1C=C(C(=C2)F)OCC=2C(=NC=CC2)C(F)(F)F)C)F N-(3,3-difluoropiperidin-4-yl)-6-fluoro-2-methyl-5-((2-(trifluoromethyl)pyridin-3-yl)methoxy)-benzofuran-3-carboxamide